CC1=CC=C(C=C1)\C=C(\C=C)/C (E)-1-methyl-4-(2-methylbuta-1,3-dien-1-yl)benzene